FC1(CC(CNC1)N1CSC(=C1C)COC=1C=CC2=C(C=C(O2)C)C1)F N-(5,5-difluoropiperidin-3-yl)-2-methyl-5-((4-methylthiazol-5-yl)methoxy)benzofuran